tert-butyl N-[(1R,3S)-3-[7-(cyclopropanecarbonyl)-[1,2,4]triazolo[4,3-a]pyridin-3-yl]cyclohexyl]carbamate C1(CC1)C(=O)C1=CC=2N(C=C1)C(=NN2)[C@@H]2C[C@@H](CCC2)NC(OC(C)(C)C)=O